1-(2-(dimethylamino)ethyl)-3-(4-(3-(3,5-dimethylisoxazol-4-yl)-5-methylphenoxy)-3,5-dimethylphenyl)urea CN(CCNC(=O)NC1=CC(=C(C(=C1)C)OC1=CC(=CC(=C1)C)C=1C(=NOC1C)C)C)C